2-bromo-1-(4-methoxyphenyl)-ethanone BrCC(=O)C1=CC=C(C=C1)OC